BrC1=CC(=CN1)C(=O)NC1=CC(=CC(=C1)S(=O)(=O)C)F 5-bromo-N-(3-fluoro-5-(methylsulfonyl)phenyl)-1H-pyrrole-3-carboxamide